N1N=CC(=C1)C=1C=C(C(=O)N)C=CC1 3-(1H-pyrazol-4-yl)benzamide